1-[4-(4-benzoyl-phenylsulfonyl)-phenyl]-2-methyl-2-(toluene-4-sulfonyl)-propan-1-one C(C1=CC=CC=C1)(=O)C1=CC=C(C=C1)S(=O)(=O)C1=CC=C(C=C1)C(C(C)(S(=O)(=O)C1=CC=C(C)C=C1)C)=O